7-methyl-3H-pyrrolo[2,3-d]pyrimidin-4-one CN1C=CC2=C1N=CNC2=O